BrC=1C=C(SC1C)C(CC(C(=O)OC)=O)=O Methyl 4-(4-bromo-5-methylthiophen-2-yl)-2,4-dioxobutanoate